C=1(C(=CC=CC1)S(=O)(=O)[O-])S(=O)(=O)OCCCCCCCCCCCC.[Zn+2].C(CCCCCCCCCCC)OS(=O)(=O)C=1C(=CC=CC1)S(=O)(=O)[O-] zinc dodecyl benzenedisulfonate